CN1N=CC(=C1)NC1=NC=CC(=N1)NC1=C(C=CC(=C1)[N+](=O)[O-])C1=CC=CC=C1 N2-(1-methyl-1H-pyrazol-4-yl)-N4-{4-nitro-[1,1'-biphenyl]-2-yl}pyrimidine-2,4-diamine